methyl 4-((1H-pyrazol-4-yl) amino)-6-chloropyridazine-3-carboxylate N1N=CC(=C1)NC1=C(N=NC(=C1)Cl)C(=O)OC